C(C)C(COCC(CO)O)CCCC (3-[(2-ethylhexyl)oxy])-1,2-propanediol